pentahydroxybenzenepropiolic acid OC1=C(C(=C(C(=C1C#CC(=O)O)O)O)O)O